(Z)-5-((1H-pyrrolo[3,2-b]pyridin-3-yl)methylene)imidazolidine-2,4-dione N1C=C(C2=NC=CC=C21)\C=C/2\C(NC(N2)=O)=O